2-(1H-imidazol-1-yl)-6-methoxy-N-(4-methoxycyclohexyl)pyrimidine-4-carboxamide N1(C=NC=C1)C1=NC(=CC(=N1)C(=O)NC1CCC(CC1)OC)OC